Cl.NC/C(/CN1N=CN(C1=O)C=1C=C(C=CC1)C1=CC(=C(C=C1)N1CCOCC1)Cl)=C\F 2-[(2E)-2-(aminomethyl)-3-fluoroprop-2-en-1-yl]-4-[3'-chloro-4'-(morpholin-4-yl)biphenyl-3-yl]-2,4-dihydro-3H-1,2,4-triazol-3-one hydrochloride